[Si](C)(C)(C(C)(C)C)OCC1=NN(C=C1)C(CC(=O)O)(C)C 3-(3-(((tert-butyldimethylsilyl)oxy)methyl)-1H-pyrazol-1-yl)-3-methylbutanoic acid